ClC=1C=C(C=C(C1F)Cl)C1(CC(=NO1)C1=CC(=C(C(=O)OC)C=C1)C)C(F)(F)F methyl 4-(5-(3,5-dichloro-4-fluorophenyl)-5-(trifluoromethyl)-4,5-dihydroisoxazol-3-yl)-2-methylbenzoate